acryloyloxyethyl-triethylammonium C(C=C)(=O)OCC[N+](CC)(CC)CC